5-[8-(4-piperidylmethyl)-5-oxa-2,8-diazaspiro[3.5]nonan-2-yl]-5-[4-[4-(trifluoromethoxy)phenoxy]phenyl]hexahydropyrimidine-2,4,6-trione formic acid salt C(=O)O.N1CCC(CC1)CN1CCOC2(CN(C2)C2(C(NC(NC2=O)=O)=O)C2=CC=C(C=C2)OC2=CC=C(C=C2)OC(F)(F)F)C1